N=1N2C(=CC1[C@@H]1[C@H](CC1)C=1NC(C3=C(N1)N(N=C3C#N)[C@@H](C)C=3C=NC(=CC3)C(F)(F)F)=O)CCC2 6-((1S,2S)-2-(5,6-dihydro-4H-pyrrolo[1,2-b]pyrazol-2-yl)cyclobutyl)-4-oxo-1-((S)-1-(6-(trifluoromethyl)pyridin-3-yl)ethyl)-4,5-dihydro-1H-pyrazolo[3,4-d]pyrimidine-3-carbonitrile